(2S,4S)-1-(2-(4-amino-6-(trifluoromethyl)-9H-pyrimido[4,5-b]indol-9-yl)acetyl)-N-(6-bromopyridin-2-yl)-4-methylpyrrolidine-2-carboxamide NC1=NC=NC=2N(C3=CC=C(C=C3C21)C(F)(F)F)CC(=O)N2[C@@H](C[C@@H](C2)C)C(=O)NC2=NC(=CC=C2)Br